C1(CC1)C(=O)NC1=CC(=C(N=N1)C(=O)N)NC1=C(C(=CC=C1)C=1C=NN(C1)C1COCC1OC)OC 6-(cyclopropanecarboxamido)-4-((2-methoxy-3-(1-(4-methoxytetrahydrofuran-3-yl)-1H-pyrazol-4-yl)phenyl)amino)pyridazine-3-carboxamide